methyl 4-(2-formyl-5-methoxypyrimidin-4-yl)-6-methylnicotinate C(=O)C1=NC=C(C(=N1)C1=CC(=NC=C1C(=O)OC)C)OC